methyl (R)-4-(3,5-difluoro-2-((S)-1-fluoroethyl) phenyl)-2-(fluoromethyl)-5-oxo-1,4,5,7-tetrahydrofuro[3,4-b]pyridine-3-carboxylate FC=1C(=C(C=C(C1)F)[C@@H]1C2=C(NC(=C1C(=O)OC)CF)COC2=O)[C@H](C)F